CC(C)CC(=O)OOC(COC)C 1-((1-methoxypropan-2-yl) oxy) propan-2-yl-acetate